4,5,6,7-tetrahydroindenyl-titanium C1(C=CC=2CCCCC12)[Ti]